OC1OC=2CCCC(C2C(C1)C=CC)=O 2-hydroxy-4-(prop-1-en-1-yl)-2,3,4,6,7,8-hexahydro-5H-chromen-5-one